2-methoxy-5-(pyrimidin-5-yl)-3H-imidazo[4,5-b]pyridine COC1=NC=2C(=NC(=CC2)C=2C=NC=NC2)N1